N1CCC2(CC1)[C@@H](C1=CC=CC=C1C2)N[S@](=O)C(C)(C)C (R)-N-((S)-1,3-dihydrospiro[indene-2,4'-piperidine]-1-yl)-2-methylpropane-2-sulfinamide